CN1N=CC2=CC(=CC=C12)S(=O)(=O)C1=CC=C(C=C1)CNC(=O)C1=CC=2C(=CN=CC2)S1 N-{[4-(1-methyl-1H-indazole-5-sulfonyl)phenyl]methyl}thieno[2,3-c]pyridine-2-carboxamide